2-amino-3-isopropylamino-6,7-dihydro-1H,5H-pyrazolo[1,2-a]pyrazol-1-one NC1=C(N2N(CCC2)C1=O)NC(C)C